2-Methyl-5-(4-methylsulfonylpiperazin-1-yl)-N-[(1R)-1-(1-naphthyl)ethyl]benzamide CC1=C(C(=O)N[C@H](C)C2=CC=CC3=CC=CC=C23)C=C(C=C1)N1CCN(CC1)S(=O)(=O)C